NCCNCCN1C(N(CC1)CCN(CCN(CC#N)CC#N)CCNCC#N)=O 2,2'-((2-((2-(3-(2-((2-aminoethyl)amino)ethyl)-2-oxoimidazolidin-1-yl)ethyl)(2-((cyanomethyl)amino)eth-yl)amino)ethyl)azanediyl)diacetonitrile